COC(C1=C(C(=CC=C1)Br)C=1N(C=C(N1)C(F)(F)F)CC=C)=O (1-allyl-4-(trifluoromethyl)-1H-imidazol-2-yl)-3-bromobenzoic acid methyl ester